Methyl {[4-chloro-1-(3-chloro-2-fluorophenyl)-5-(5-fluoropyridin-3-yl)-1H-pyrazol-3-yl]oxy}(methoxy)acetate ClC=1C(=NN(C1C=1C=NC=C(C1)F)C1=C(C(=CC=C1)Cl)F)OC(C(=O)OC)OC